C(#N)C1=C(C(=NC=C1)C1=NC=CC=C1)C#N Dicyano-2,2-bipyridine